C(\C=C/C(=O)O)(=O)O.NS(=O)(=O)C1=C(N=C(S1)N(C(CC1=CC=C(C=C1)C1=NC=CC=C1)=O)C)C N-[5-(AMINOSULFONYL)-4-METHYL-1,3-THIAZOL-2-YL]-N-METHYL-2-[4-(2-PYRIDINYL)-PHENYL]-ACETAMIDE MALEATE